3-(4-((cyclopropylmethyl)((1r,4r)-4-((3,3,3-trifluoropropyl)amino)cyclohexyl)amino)-1-oxoisoindolin-2-yl)piperidine-2,6-dione C1(CC1)CN(C1=C2CN(C(C2=CC=C1)=O)C1C(NC(CC1)=O)=O)C1CCC(CC1)NCCC(F)(F)F